3-(cyclopropyl-(methyl)amino)-1-(4-(3-isopropyl-2-(8-methyltetrazolo[1,5-a]pyridin-6-yl)-1H-indol-5-yl)piperidin-1-yl)propan-1-one C1(CC1)N(CCC(=O)N1CCC(CC1)C=1C=C2C(=C(NC2=CC1)C=1C=C(C=2N(C1)N=NN2)C)C(C)C)C